C(C)C1=C(C=C(C(=C1)O)F)C1=CC(=C2C(=NNC2=C1)C=1NC2=C(CN(CC2)C(CN2C[C@@H](OCC2)CO)=O)N1)F (R)-1-(2-(6-(2-ethyl-5-fluoro-4-hydroxyphenyl)-4-fluoro-1H-indazol-3-yl)-1,4,6,7-tetrahydro-5H-imidazo[4,5-c]pyridin-5-yl)-2-(2-(hydroxymethyl)morpholino)ethanone